CN1C(C(NC(C=2C=NC3=C(CC4(C(NC=5N=CC(C=CCOCCCCC1)=CC45)=O)C3)C2)=O)CC=2C=C3C=NNC3=C(C2)C)=O 12-methyl-10-[(7-methyl-1H-indazol-5-yl)methyl]-18-oxa-5,9,12,24,26-pentazapentacyclo[20.5.2.11,4.13,7.025,28]hentriaconta-3,5,7(30),20,22(29),23,25(28)-heptaene-8,11,27-trione